methyl 4-amino-1-(4-aminophenyl)-7-bromo-5-fluoro-2-oxo-1,2-dihydroquinoline-3-carboxylate NC1=C(C(N(C2=CC(=CC(=C12)F)Br)C1=CC=C(C=C1)N)=O)C(=O)OC